gadolinium pentoxide [O-2].[O-2].[O-2].[O-2].[O-2].[Gd+3]